methyl (2S)-2-[(tert-butoxycarbonyl)amino]propanoate C(C)(C)(C)OC(=O)N[C@H](C(=O)OC)C